N6-(2-(4-iodophenyl)acetyl)-D-lysine IC1=CC=C(C=C1)CC(=O)NCCCC[C@@H](N)C(=O)O